C(#N)C=1C=C(C=NC1N1N=CC=N1)NC(=O)C=1C=NN(C1C(F)(F)F)C1=CN=C(C2=CC=CC=C12)NC(OC(C)(C)C)=O tert-butyl (4-(4-((5-cyano-6-(2H-1,2,3-triazol-2-yl)pyridin-3-yl)carbamoyl)-5-(trifluoromethyl)-1H-pyrazol-1-yl)isoquinolin-1-yl)carbamate